BrC1=CC(=CC2=CN(N=C12)CCC(C)(O)C)[N+](=O)[O-] 4-(7-bromo-5-nitro-2H-indazol-2-yl)-2-methylbutan-2-ol